Isopropyl (5Z)-7-((1R,2R,3R,5S)-3,5-dihydroxy-2-[(1E,3R)-3-hydroxy-4-[3-(trifluoromethyl)phenoxy]but-1-enyl]cyclopentyl)hept-5-enoate O[C@H]1[C@@H]([C@H]([C@H](C1)O)C\C=C/CCCC(=O)OC(C)C)\C=C\[C@H](COC1=CC(=CC=C1)C(F)(F)F)O